2-(6-cyano-3-morpholinopicolinoyl)hydrazine-1-carboxylic acid tert-butyl ester C(C)(C)(C)OC(=O)NNC(C1=NC(=CC=C1N1CCOCC1)C#N)=O